2-[(4-tert-Butyl-2-fluoro-5-methoxy-phenyl)methyl]-1H-benzimidazole-5-carboxylic acid C(C)(C)(C)C1=CC(=C(C=C1OC)CC1=NC2=C(N1)C=CC(=C2)C(=O)O)F